tert-butyl 7-((6-((dimethylamino)methyl)-5-((1S,3S)-3-hydroxycyclopentyl)pyridin-2-yl)amino)-4-(7-fluoroimidazo[1,2-a]pyridin-3-yl)-1-oxoisoindoline-2-carboxylate CN(C)CC1=C(C=CC(=N1)NC=1C=CC(=C2CN(C(C12)=O)C(=O)OC(C)(C)C)C1=CN=C2N1C=CC(=C2)F)[C@@H]2C[C@H](CC2)O